NCCCCCCCCCCCCCCOOOOONC=1C=2N=CN([C@H]3[C@H](O)[C@H](O)[C@@H](CO)O3)C2N=CN1 N6-(19-amino-pentaoxanonadecyl)-adenosine